N-((3-chloro-5-fluoropyridin-2-yl)methylene)-2-methylpropan-2-sulfinamide ClC=1C(=NC=C(C1)F)C=NS(=O)C(C)(C)C